N-(3-(((2-((4-(4-(4-(2,6-dioxopiperidin-3-yl)-3-fluorobenzyl)piperazin-1-yl)phenyl)amino)-5-(trifluoromethyl)pyrimidin-4-yl)amino)methyl)pyridin-2-yl)-N-methylmethanesulfonamide O=C1NC(CCC1C1=C(C=C(CN2CCN(CC2)C2=CC=C(C=C2)NC2=NC=C(C(=N2)NCC=2C(=NC=CC2)N(S(=O)(=O)C)C)C(F)(F)F)C=C1)F)=O